2-{[(5-chloro-3-ethylimidazol-4-yl)methyl]sulfanyl}-3H,5H,7H,8H-pyrano[4,3-d]pyrimidin-4-one trifluoroacetate salt FC(C(=O)O)(F)F.ClC1=C(N(C=N1)CC)CSC=1NC(C2=C(N1)CCOC2)=O